CC1=NC=CC(=C1)C1CNCCO1 2-(2-methyl-4-pyridinyl)morpholine